N6-(6-{[2-({α-D-mannopyranosyl-(1-3)-[α-D-mannopyranosyl-(1→6)]-α-D-mannopyranosyl}oxy)ethyl]amino}-6-oxohexanoyl)-L-lysine [C@H]1([C@@H](O)[C@@H](O)[C@H](O)[C@H](O1)CO)O[C@@H]1[C@@H]([C@H](O[C@@H]([C@H]1O)CO[C@@H]1[C@@H](O)[C@@H](O)[C@H](O)[C@H](O1)CO)OCCNC(CCCCC(=O)NCCCC[C@H](N)C(=O)O)=O)O